FC(C1=NN(C=N1)CC1CC2(CNC2)C1)(F)F 6-[[3-(trifluoromethyl)-1,2,4-triazol-1-yl]methyl]-2-azaspiro[3.3]heptane